ClC=1C=C2C(=CC=NC2=CC1)NC1=CC(=CC(=C1)N1N=CC=C1)OC 6-Chloro-N-(3-Methoxy-5-(1H-pyrazol-1-yl)phenyl)quinolin-4-amine